methyl 2-methyl-4,6-dioxocyclohexanecarboxylate CC1C(C(CC(C1)=O)=O)C(=O)OC